ClC=1C=C2N(C(N1)=O)CC1N2CCC1 3-chloro-7,8,8a,9-tetrahydropyrrolo[1',2':3,4]imidazo[1,2-c]pyrimidin-1(6H)-one